2,6-bis[5-(3,7-dimethyloctyl)thiophen-2-yl]-4,8-diiodobenzo[1,2-d:4,5-d']bisThiazole CC(CCC1=CC=C(S1)C=1SC2=C(N1)C(=C1C(N=C(S1)C=1SC(=CC1)CCC(CCCC(C)C)C)=C2I)I)CCCC(C)C